FC1=C(C=CC2=C1[C@H](CCO2)NC(C2=CC=C(C=C2)C2=C1C(=NC=C2)NC=C1)=O)F N-[(4S)-5,6-Difluoro-3,4-dihydro-2H-1-benzopyran-4-yl]-4-{1H-pyrrolo[2,3-b]pyridin-4-yl}benzamide